(3-hydroxy-4-nitrophenyl)acetic acid OC=1C=C(C=CC1[N+](=O)[O-])CC(=O)O